ClC=1C2=C(N=CN1)N(C=C2I)[C@@H]2CC([C@@H]1[C@H]2OC(O1)(C)C)C1CN(CCC1)C(=O)OC(C)(C)C tert-butyl 3-[(3aR,6R,6aS)-6-{4-chloro-5-iodopyrrolo[2,3-d]pyrimidin-7-yl}-2,2-dimethyl-tetrahydro-3aH-cyclopenta[d][1,3]dioxol-4-yl]piperidine-1-carboxylate